methyl cis-3-(5-fluoro-2-nitro-anilino)cyclobutanecarboxylate FC=1C=CC(=C(N[C@H]2C[C@H](C2)C(=O)OC)C1)[N+](=O)[O-]